S1C(=CC=C1)C(=O)C=1C=C2C(=CN(C2=CC1)NCCCC)C1CCN(CC1)CC 5-(2-thienoyl)-N-butylamino-3-(1-ethylpiperidin-4-yl)-1H-indole